6-(cis-2,6-dimethylmorpholino)pyridine-3,4-diamine C[C@@H]1O[C@@H](CN(C1)C1=CC(=C(C=N1)N)N)C